3,6-dioxa-1-heptadecanol C(COCCOCCCCCCCCCCC)O